OC[C@H](C1=CC=CC=C1)NC1=CC(=NC=C1C=1OC=NN1)NC1=CC=C2C(=N1)C(OB2O)(C)C (S)-5-((4-((2-hydroxy-1-phenylethyl)amino)-5-(1,3,4-oxadiazol-2-yl)pyridin-2-yl)amino)-3,3-dimethyl-[1,2]oxaborolo[4,3-b]pyridin-1(3H)-ol